ClC=1N=NC(=C2C1C=NC=C2)N[C@H]2CN(C[C@@H](C2)F)C(=O)OC(C)(C)C tert-butyl (3R,5R)-3-((4-chloropyrido[3,4-d]pyridazin-1-yl)amino)-5-fluoropiperidine-1-carboxylate